C(C)(C)(C)OC(=O)N1C2CC(C(C1)C2)CO 5-(hydroxymethyl)-2-azabicyclo(2.2.1)heptane-2-carboxylic acid tert-butyl ester